NC1=NC=CC=C1C(C(F)(F)F)NCCO 2-((1-(2-aminopyridin-3-yl)-2,2,2-trifluoroethyl)amino)ethan-1-ol